N-(3-propoxycarbonyl)phenyl-N'-(3-(1-isobutylpiperidin-4-yl)-1H-indol-5-yl)urea CCCOC(=O)N(C(=O)NC=1C=C2C(=CNC2=CC1)C1CCN(CC1)CC(C)C)C1=CC=CC=C1